4-chloro-7-((6-((dimethylamino) methyl)-5-(tetrahydrofuran-3-yl) pyridin-2-yl) amino)-1-oxoisoindoline-2-carboxylate ClC1=C2CN(C(C2=C(C=C1)NC1=NC(=C(C=C1)C1COCC1)CN(C)C)=O)C(=O)[O-]